1-isopropyl-4-(2-methoxyvinyl)-3,5-dimethyl-1H-pyrazole C(C)(C)N1N=C(C(=C1C)C=COC)C